C(#N)C=1C(=NC2=CC(=C(C=C2C1NC1=CC=CC=C1)NC(\C=C\CN1CCN(CC1)C)=O)OCC)CC (E)-N-(3-cyano-7-ethoxy-2-ethyl-4-(phenylamino)quinolin-6-yl)-4-(4-methylpiperazin-1-yl)but-2-enamide